FC(C1=NN(C=C1C(=O)NNC1=CC=C(C=C1)OC1=C(C(=CC(=C1)C)C)C)C)F 3-(difluoromethyl)-N'-(4-(2,3,5-trimethylphenoxy)phenyl)-1-methyl-1H-pyrazole-4-hydrazide